BrC1=C(C=2C(=NN(C2C=C1)C1OCCCC1)C)N 5-bromo-3-methyl-1-tetrahydropyran-2-yl-indazol-4-amine